5-(3-Methoxyphenyl)-2-methyl-N-(3-(3,3,3-trifluoro-2-hydroxy-2-methylpropyl)-1,2,4-thiadiazol-5-yl)thiophene-3-carboxamide COC=1C=C(C=CC1)C1=CC(=C(S1)C)C(=O)NC1=NC(=NS1)CC(C(F)(F)F)(C)O